4-cyclohexyl-N6-(2-methoxy-4-(4-methylpiperazin-1-yl)phenyl)-3-(1-methyl-1H-pyrazol-4-yl)-1H-pyrazolo[3,4-d]pyrimidine-4,6-diamine C1(CCCCC1)C1(C=2C(=NC(=N1)NC1=C(C=C(C=C1)N1CCN(CC1)C)OC)NNC2C=2C=NN(C2)C)N